C(C1=CC=CC=C1)OC(=O)N1C(C(CCC1)CN)N amino-3-(aminomethyl)piperidine-1-carboxylic acid benzyl ester